C(N)(OC(CC=1C=NC(=CC1)C1CC(C1)(F)F)(C)C)=O [6-(3,3-Difluorocyclobutyl) pyridin-3-yl]Tert-butyl carbamate